C(C)(C)(C)[Si](OCC1=CC=C2C(=NN(C2=C1C)C=1C=NC(=CC1)F)I)(C)C 6-{[(tertbutyldimethylsilyl)oxy]methyl}-1-(6-fluoropyridin-3-yl)-3-iodo-7-methyl-1H-indazole